C(C)(C)(C)OC(=O)N1CCN(CC1)C1=C(C(N(C2=CC=C(C=C12)F)C)=O)C1=CC=NC=C1 4-(6-fluoro-1-methyl-2-oxo-3-(pyridin-4-yl)-1,2-dihydroquinolin-4-yl)piperazine-1-carboxylic acid tert-butyl ester